CC1(C=CCCC1)C 4,4-dimethyl-2-cyclohexene